2,2,2-trifluoro-N-(1-methyl-4-oxo-2-(trifluoromethyl)-1,4-dihydroquinolin-7-yl)acetamide FC(C(=O)NC1=CC=C2C(C=C(N(C2=C1)C)C(F)(F)F)=O)(F)F